C(C)OC=1C(=NC=C(C1)[C@H](C)N1C(C2=CC(=CC=C2CC1)CN1C(=NC=C1)NC)=O)C#N (S)-3-ethoxy-5-(1-(7-((2-(methylamino)-1H-imidazol-1-yl)methyl)-1-oxo-3,4-dihydroisoquinolin-2(1H)-yl)ethyl)picolinonitrile